FC1=C(C=C(C=C1F)C1=C(C=CC=C1C)C)[C@H](CC(=O)O)NC(C(CC(C)C)N1C(C=C(C(=C1)CCN(C)C)C(F)(F)F)=O)=O (3S)-3-(4,5-difluoro-2',6'-dimethyl-[1,1'-biphenyl]-3-yl)-3-(2-(5-(2-(dimethylamino)ethyl)-2-oxo-4-(trifluoromethyl)pyridin-1(2H)-yl)-4-methylpentanamido)propanoic acid